FC1(CCC(CC1)NC1=CC(=NC(=N1)C=1SC=C(N1)C)OCC#N)F 2-((6-((4,4-difluorocyclohexyl)amino)-2-(4-methylthiazol-2-yl)pyrimidin-4-yl)oxy)acetonitrile